2-(6-(4-(5-(3-chloro-4-(trifluoromethyl)phenyl)-7,7-dimethyl-6,7-dihydro-5H-pyrrolo[2,3-b]pyrazine-2-carbonyl)-3,3-dimethylpiperazin-1-yl)pyridin-3-yl)acetic acid ClC=1C=C(C=CC1C(F)(F)F)N1CC(C=2C1=NC=C(N2)C(=O)N2C(CN(CC2)C2=CC=C(C=N2)CC(=O)O)(C)C)(C)C